3-((3-((((9H-fluoren-9-yl)methoxy)carbonyl)amino)propyl)sulfonamido)propane-1-sulfonic acid C1=CC=CC=2C3=CC=CC=C3C(C12)COC(=O)NCCCS(=O)(=O)NCCCS(=O)(=O)O